(S)-N1-(1-(2-(2-Adamantylamino)-2-oxoethyl)-2-oxo-1,2-dihydropyridin-3-yl)-N6-methyl-2-(nicotinamido)-5-oxohexandiamid C12C(C3CC(CC(C1)C3)C2)NC(CN2C(C(=CC=C2)NC([C@H](CCC(C(=O)NC)=O)NC(C2=CN=CC=C2)=O)=O)=O)=O